O=C1NC(CCC1N1C(C2=CC=C(C=C2C1=O)OCCOCCOCCN1CCN(CC1)C1CCC(CC1)NC1=NC=NC2=CC=C(C=C12)C#N)=O)=O 4-(((1r,4r)-4-(4-(2-(2-(2-((2-(2,6-dioxopiperidin-3-yl)-1,3-dioxoisoindolin-5-yl)oxy)ethoxy)ethoxy)eth-yl)piperazin-1-yl)cyclohexyl)amino)quinazoline-6-carbonitrile